ClC1=C(C=CC=C1F)C1=CC(OC2=CC(=CC=C12)OC(C(=O)N1C[C@H](CCC1)C(=O)O)C)=O (3S)-1-[2-[4-(2-chloro-3-fluoro-phenyl)-2-oxo-chromen-7-yl]oxypropanoyl]piperidine-3-carboxylic acid